1-(difluoromethyl)pyrazol-3-amine FC(N1N=C(C=C1)N)F